NC1=NC=CC=C1C1=NC=2C(=NC(=CC2)C2=NN(C=C2)C2COC2)N1C=1C=C2CC[C@@H](C2=CC1)NC(C1=CC(=C(C=C1)OCC1=CC=C(C=C1)OC)C1OCCO1)=O (S)-N-(5-(2-(2-aminopyridin-3-yl)-5-(1-(oxetan-3-yl)-1H-pyrazol-3-yl)-3H-imidazo[4,5-b]pyridin-3-yl)-2,3-dihydro-1H-inden-1-yl)-3-(1,3-dioxolan-2-yl)-4-((4-methoxybenzyl)oxy)benzamide